O=C1NC(CCC1N1C(N(C2=C1C=CC=C2CCCNC([O-])=O)C)=O)=O [3-[1-(2,6-dioxo-3-piperidyl)-3-methyl-2-oxo-benzimidazol-4-yl]propyl]carbamate